5-amino-1,2,4-trimethoxybenzene NC=1C(=CC(=C(C1)OC)OC)OC